COC1=C(OC2=CC=C(C=C2)CCC(=O)O)C=CC=C1 3-(4-(2-methoxyphenoxy)phenyl)propanoic acid